xanthenon sodium [Na].C1=CC=CC=2OC3=CC=CC=C3C(C12)=O